C(C=C)(=O)N1C2C(CCC1)CN(C2)C2=C1C(=C(NC1=C(C=C2F)C(=O)N)C)C 4-(1-acryloylhexahydro-1H-pyrrolo[3,4-b]pyridin-6(2H)-yl)-5-fluoro-2,3-dimethyl-1H-indole-7-carboxamide